(S)-tert-butyl 4-(3-hydroxypropyl)-2,2-dimethylpyrrolidine-1-carboxylate OCCC[C@H]1CC(N(C1)C(=O)OC(C)(C)C)(C)C